6-((4-((2-(dimethylamino)-4-phenylthiazol-5-yl)oxy)pyridin-2-yl)amino)picolinic acid methyl ester COC(C1=NC(=CC=C1)NC1=NC=CC(=C1)OC1=C(N=C(S1)N(C)C)C1=CC=CC=C1)=O